OC(C)(C)C1=NN(C(C=2N1C=C(C2)C(C)C)=O)CC(=O)NC2=NC=NC=C2 2-[4-(1-hydroxy-1-methyl-ethyl)-7-isopropyl-1-oxo-pyrrolo[1,2-d][1,2,4]triazin-2-yl]-N-pyrimidin-4-yl-acetamide